(R)-2-(3-aminopiperidin-1-yl)-N-(4-(trifluoromethoxy)phenyl)acetamide N[C@H]1CN(CCC1)CC(=O)NC1=CC=C(C=C1)OC(F)(F)F